C[C@@]12CCC/C(/[C@@H]2CC[C@@H]1[C@H](C)CCN1C[C@H](OCC1)C)=C\C=C\1/C([C@@H](C[C@@H](C1)O)O)=C (1R,3R,Z)-5-(2-((1R,3aS,7aR,E)-7a-methyl-1-((R)-4-((R)-2-methylmorpholino)butane-2-yl)octahydro-4H-inden-4-ylidene)ethylidene)-4-methylenecyclohexane-1,3-diol